(S)-N-(3-fluorobenzyl)-N-(4-hydroxyphenyl)-3-(6-(3-(morpholinomethyl)-1,2,3,4-tetrahydroisoquinoline-2-carbonyl)benzo[d][1,3]dioxol-5-yl)-5,6,7,8-tetrahydroindolizine-1-carboxamide FC=1C=C(CN(C(=O)C=2C=C(N3CCCCC23)C2=CC3=C(OCO3)C=C2C(=O)N2CC3=CC=CC=C3C[C@H]2CN2CCOCC2)C2=CC=C(C=C2)O)C=CC1